The molecule is an amino trisaccharide consisting of two D-galactose residues and an N-acetyl-D-glucosamine residue (at the reducing end) in a linear sequence. It is an amino trisaccharide and a glucosamine oligosaccharide. CC(=O)N[C@@H]1[C@H]([C@@H]([C@H](OC1O)CO)O[C@H]2[C@@H]([C@H]([C@H]([C@H](O2)CO)O[C@@H]3[C@@H]([C@H]([C@H]([C@H](O3)CO)O)O)O)O)O)O